(R)-4-((1-(3-(1,1-difluoro-2-hydroxy-2-methylpropyl)-2-fluorophenyl)ethyl)amino)-2,6,8,8-tetramethyl-6H-[1,4]oxazino[3,2-g]quinazolin-7(8H)-one FC(C(C)(C)O)(F)C=1C(=C(C=CC1)[C@@H](C)NC1=NC(=NC2=CC3=C(C=C12)N(C(C(O3)(C)C)=O)C)C)F